N-((3-chloropyrazin-2-yl)methyl)-4-methoxybutyramide ClC=1C(=NC=CN1)CNC(CCCOC)=O